N-{4-(2-phenyl-benzooxazole-6-yl)-phenyl}-N-phenyl-N-{4'-(2-phenyl-benzooxazole-6-yl)-[1,1']biphenyl-4-yl}-amine C1(=CC=CC=C1)C=1OC2=C(N1)C=CC(=C2)C2=CC=C(C=C2)N(C2=CC=C(C=C2)C2=CC=C(C=C2)C2=CC1=C(N=C(O1)C1=CC=CC=C1)C=C2)C2=CC=CC=C2